1-(4-((1S,2S)-2-(cyclopentylmethyl)-6-hydroxy-1,2,3,4-tetrahydronaphthalen-1-yl)phenyl)piperidine-4-carbaldehyde C1(CCCC1)C[C@H]1[C@H](C2=CC=C(C=C2CC1)O)C1=CC=C(C=C1)N1CCC(CC1)C=O